(3-methyl-5-(3-fluoro-4-cyanophenyl)amino-1H-pyrazol-1-yl)-5,6-dimethyl-4(3H)pyrimidinone CC1=NN(C(=C1)NC1=CC(=C(C=C1)C#N)F)C1=NC(=C(C(N1)=O)C)C